CC1=C(C(=CC=C1)C)N1C(=NC2=CC(=C(C=C2C1=O)I)F)CC 3-(2,6-dimethylphenyl)-2-ethyl-7-fluoro-6-iodoquinazolin-4(3H)-one